Br[Si]1(C[Si](CCC1)(C)C)Br 1,1-dibromo-3,3-dimethyl-1,3-disilacyclohexane